trans-N-(4-(aminomethyl)cyclohexyl)-2-(4-chlorophenoxy)acetamide 2,2,2-trifluoroacetate salt FC(C(=O)O)(F)F.NC[C@@H]1CC[C@H](CC1)NC(COC1=CC=C(C=C1)Cl)=O